BrC1=CC(=C(C(=C1)C)B1OC(C(O1)(C)C)(C)C)OCOCC 2-[4-bromo-2-(ethoxymethoxy)-6-methyl-phenyl]-4,4,5,5-tetramethyl-1,3,2-dioxaborolane